FC=1C=CC(=C(C1)NC1=CC=NC=C1)[N+](=O)[O-] N-(5-fluoro-2-nitro-phenyl)pyridin-4-amine